FC1=C(C=C(C=C1)OC=1C(=C2C=CNC2=CC1F)C)C=1NC(=CN1)[C@@]1(COC2=C1C=CC=C2CC(=O)OCC)C ethyl (R)-2-(3-(2-(2-fluoro-5-((6-fluoro-4-methyl-1H-indol-5-yl)oxy)phenyl)-1H-imidazol-5-yl)-3-methyl-2,3-dihydrobenzofuran-7-yl)acetate